4-methylene-5-propylnonane C=C(CCC)C(CCCC)CCC